3-(ACETYLOXY)-2-AMINOPROPANOIC ACID C(C)(=O)OCC(C(=O)O)N